FC1=C(C=CC=C1)C1=CC=C2C(=N1)N(C(=N2)C=2C(=NC=CC2)N)C2=CC=C(C=C2)CN2CCNCC2 3-(5-(2-fluorophenyl)-3-(4-(piperazin-1-ylmethyl)phenyl)-3H-imidazo[4,5-b]pyridin-2-yl)pyridin-2-amine